imidazol-1-yl-[(2S,3R,5S)-3,4,5-triacetoxy-6-[(1S)-2-acetoxy-1-fluoro-ethyl]Tetrahydropyran-2-yl]Oxy-phosphinic acid N1(C=NC=C1)P(O)(=O)O[C@@H]1OC([C@H](C([C@H]1OC(C)=O)OC(C)=O)OC(C)=O)[C@H](COC(C)=O)F